CC(=O)NC 1,N-dimethyl-formamide